5-bromo-6-methoxypyridazine-3-carboxylic acid BrC=1C=C(N=NC1OC)C(=O)O